(2S)-2-(benzyloxycarbonylamino)-3-(2-ethoxy-2-methyl-1,3-benzodioxol-5-yl)propanoic acid C(C1=CC=CC=C1)OC(=O)N[C@H](C(=O)O)CC1=CC2=C(OC(O2)(C)OCC)C=C1